ClC=1C=C(CN(S(=O)(=O)C2=CC=C(C(=O)O)C=C2)C=2N=C(C3=CC=CC=C3C2C)C2CC2)C=CC1C(F)(F)C1CC1 4-{[{3-chloro-4-[cyclopropyl(difluoro)methyl]benzyl}(1-cyclopropyl-4-methylisoquinolin-3-yl)amino]sulfonyl}benzoic acid